CN1C(N=C2C=CC=CC2=C1)C1=CC=C(C=C1)C 3-methyl-2-(p-tolyl)quinazoline